O1CCN(CC1)C(CCN1CCOCC1)=O 1,3-dimorpholinopropane-1-one